5-cyclopropyl-2-methylpyridin C1(CC1)C=1C=CC(=NC1)C